C(=O)(O)C(CO)NC(=O)C=1C=CC(=C(C(=O)O)C1)C(NC=1SC(=C(C1C#N)C1=CC=C(C=C1)OC)C)=O 5-[(1-carboxy-2-hydroxyethyl)carbamoyl]-2-{[3-cyano-4-(4-methoxyphenyl)-5-methylthiophen-2-yl]carbamoyl}benzoic acid